4-Chloro-2-(4-(1-(chloromethyl)-5-cyclopropoxy-4-oxo-3,4-dihydropyrido[3,4-d]pyridazine-7-yl)-1-methyl-1H-pyrazol-5-yl)-6-cyclopropoxy-3-fluorobenzonitrile ClC1=C(C(=C(C#N)C(=C1)OC1CC1)C1=C(C=NN1C)C1=CC2=C(C(NN=C2CCl)=O)C(=N1)OC1CC1)F